[Ca].C(CCCCCCCC)C=1C(=C(C2=CC=CC=C2C1)S(=O)(=O)O)CCCCCCCCC Dinonyl-naphthalenesulfonic acid calcium